NC1=C(C(=O)N2CCC(CC2)N2C(NC3=NC=C(C=C32)C3CCC(CC3)OC)=O)C=CC(=C1)OC(F)(F)F 1-[1-[2-amino-4-(trifluoromethoxy)benzoyl]-4-piperidyl]-6-(4-methoxycyclohexyl)-3H-imidazo[4,5-b]pyridin-2-one